N,1-dibenzyl-7-isopentyl-1,2,3,6,7,7a-hexahydro-3aH-3,6-methanopyrrolo[3,2-b]pyridine-3a-carboxamide C(C1=CC=CC=C1)NC(=O)C12N=CC3C(C1N(CC2C3)CC3=CC=CC=C3)CCC(C)C